(R)-2-ethyl-8-fluoro-2,3,4,5-tetrahydropyrido[2,3-f][1,4]oxazepin-7-ol, dihydrochloride Cl.Cl.C(C)[C@H]1OC2=C(CNC1)N=C(C(=C2)F)O